(+-)-2-methylbut-3-enoic acid C[C@@H](C(=O)O)C=C |r|